2,2'-methylene-bis(4,6-di-tert-butyl-benzene) phosphate P(=O)(O)(O)O.C(C1=CC(=CC(=C1)C(C)(C)C)C(C)(C)C)C1=CC(=CC(=C1)C(C)(C)C)C(C)(C)C